tetra-aminoZinc N[Zn](N)(N)N